CNC(=O)C=1N=C2N(C=C(N=C2)C2=CN(C(C=C2)=O)C)C1 N-methyl-6-(1-methyl-6-oxo-1,6-dihydropyridin-3-yl)imidazo[1,2-a]pyrazine-2-carboxamide